racemic-tert-butyl (1S,2R,3R,5R)-3-[(5-chloropyrazin-2-yl)amino]-2-fluoro-8-azabicyclo[3.2.1]octane-8-carboxylate ClC=1N=CC(=NC1)N[C@H]1[C@H]([C@@H]2CC[C@H](C1)N2C(=O)OC(C)(C)C)F |r|